4-((S*)-5-(3-chloro-2-fluoro-5-(trifluoromethyl)phenyl)-5-(trifluoromethyl)-4,5-dihydro-isoxazol-3-yl)-2-methyl-N-((cis)-3-(trifluoromethyl)cyclobutyl)benzamide ClC=1C(=C(C=C(C1)C(F)(F)F)[C@@]1(CC(=NO1)C1=CC(=C(C(=O)N[C@@H]2C[C@@H](C2)C(F)(F)F)C=C1)C)C(F)(F)F)F |o1:11|